C1C(\C=C\CCCCCCCCCCCCCCCC)C(=O)OC1=O trans-3-eicosene-1,2-dicarboxylic anhydride